ClC1=C(C#N)C=C(C=C1)[C@]1(C[C@@H]2[C@H](N(OC2(C)C)C)[C@@H](C1)C)C |&1:19| rac-2-chloro-5-((3ar,5r,7ar)-1,3,3,5,7-pentamethyloctahydrobenzo[c]isoxazol-5-yl)benzonitrile